3-(((1-(5-(decalin-2-yl)-1,2,4-oxadiazol-3-yl)-1,2,3,4-Tetrahydroquinolin-6-yl)methyl)amino)propionic acid C1C(CCC2CCCCC12)C1=NC(=NO1)N1CCCC2=CC(=CC=C12)CNCCC(=O)O